C(C)(=O)C1=C(C2=C(N=C(N=C2)NC2=CC=C(C=N2)N2CC3CCC(C2)N3C(=O)OC(C)(C)C)N(C1=O)C1CCCC1)C tert-butyl 3-[6-[(6-acetyl-8-cyclopentyl-5-methyl-7-oxo-pyrido[2,3-d]pyrimidin-2-yl)amino]-3-pyridyl]-3,8-diazabicyclo[3.2.1]octane-8-carboxylate